N-(4-phenylbutan-2-yl)-1-(7-methylthiothieno[3,2-d]pyrimidin-4-yl)-4-piperidylamine C1(=CC=CC=C1)CCC(C)NC1CCN(CC1)C=1C2=C(N=CN1)C(=CS2)SC